NC1=NC=C(C=N1)C=1C=CC=C2C=C(N(C(C12)=O)C1=CC=CC=C1)[C@H](C(C)C)NC1=NC=NC2=CC=CC(=C12)F (S)-8-(2-aminopyrimidin-5-yl)-3-(1-((5-fluoroquinazolin-4-yl)amino)-2-methylpropyl)-2-phenylisoquinolin-1(2H)-one